O1C=NC=C1CC=1C=C(CNCCCCOCCOC2=C3C=NNC3=CC(=C2)C=2C=C(N=NC2)O)C=C(C1)OC(F)(F)F 5-(4-(2-(4-((3-(oxazol-5-ylmethyl)-5-(trifluoromethoxy)benzyl)amino)butoxy)ethoxy)-1H-indazol-6-yl)pyridazin-3-ol